tert-butyl 4-((1R,2S)-2-((((9H-fluoren-9-yl)methoxy)carbonyl)amino)-3-(benzyloxy)-1-hydroxy-3-oxopropyl)benzoate C1=CC=CC=2C3=CC=CC=C3C(C12)COC(=O)N[C@@H]([C@H](O)C1=CC=C(C(=O)OC(C)(C)C)C=C1)C(=O)OCC1=CC=CC=C1